C(C)(C)(C)OC(=O)N1[C@@H]2[C@H](NC[C@H]1CC2)[C@H](C)O[Si](CC)(CC)CC (1S,2S,5R)-2-((S)-1-((triethylsilyl)oxy)ethyl)-3,8-diazabicyclo[3.2.1]octane-8-carboxylic acid tert-butyl ester